4-[(Z)-4-(tert-butyldimethylsilyloxy)-2-butenyloxy]-3-chloro-2-fluoro-5-methylbenzene [Si](C)(C)(C(C)(C)C)OC\C=C/COC1=C(C(=CC=C1C)F)Cl